ClCC1=C(C=C(C2=CC=CC=C12)CCl)C 1,4-bis-chloromethyl-methyl-naphthalene